N-((7-(5-(difluoromethyl)-1,3,4-oxadiazol-2-yl)imidazo[1,2-a]pyridin-2-yl)methyl)-N-phenylpiperazine-1-sulfonamide FC(C1=NN=C(O1)C1=CC=2N(C=C1)C=C(N2)CN(S(=O)(=O)N2CCNCC2)C2=CC=CC=C2)F